1,3,2-Dioxathiane 2,2-dioxide O1S(OCCC1)(=O)=O